(S)-2-((S)-9-methyl-1,3,4,5-tetrahydrobenzo[c]oxazepin-1-yl)pyrrolidine CC1=CC=CC2=C1N(OCCC2)[C@@H]2NCCC2